tert-butyl N-[(1S)-1-carbamoyl-2-{6-oxo-2-oxa-5-azaspiro[3.4]octan-7-yl}ethyl]carbamate C(N)(=O)[C@H](CC1C(NC2(COC2)C1)=O)NC(OC(C)(C)C)=O